tert-butyl N-[(1S)-1-(dicyclopropylmethyl)-2-[[5-[3,5-dimethyl-1-(2-trimethylsilylethoxymethyl)pyrazol-4-yl]-3-(2-trimethylsilylethoxymethoxy)-2-pyridyl]amino]-2-oxo-ethyl]carbamate C1(CC1)C([C@@H](C(=O)NC1=NC=C(C=C1OCOCC[Si](C)(C)C)C=1C(=NN(C1C)COCC[Si](C)(C)C)C)NC(OC(C)(C)C)=O)C1CC1